4-(difluoromethyl)-5-((2-fluoro-6-(pyrrolidin-1-ylmethyl)benzyl)amino)-N-(thiazol-4-yl)pyridine-2-sulfonamide formate salt C(=O)O.FC(C1=CC(=NC=C1NCC1=C(C=CC=C1CN1CCCC1)F)S(=O)(=O)NC=1N=CSC1)F